(6-(3-oxomorpholinyl)pyridin-3-yl)boronic acid O=C1N(CCOC1)C1=CC=C(C=N1)B(O)O